C(C)(C)C1=C(C(=O)O)C=CC(=C1)O.C(C)(C)OC(=O)C1=CC=C(O)C=C1 isopropyl-paraben (isopropyl p-hydroxybenzoate)